1-(3-bromophenyl)-1H-1,2,3-triazol-4-amine BrC=1C=C(C=CC1)N1N=NC(=C1)N